C(#N)C(=C(C1=CC=CC=C1)C#N)C1=CC=CC=C1 Dicyanodiphenylethylene